7-Methoxy-3-[(1-methyl-4-piperidyl)methyl]-2,4-diphenyl-3,4-dihydroquinazoline COC1=CC=C2C(N(C(=NC2=C1)C1=CC=CC=C1)CC1CCN(CC1)C)C1=CC=CC=C1